6-Methylheptyl 3-((4-(methylamino)-4-oxobutyl)carbamoyl)-6,7-dihydro-[1,2,3]triazolo[1,5-a]pyrazine-5(4H)-carboxylate CNC(CCCNC(=O)C=1N=NN2C1CN(CC2)C(=O)OCCCCCC(C)C)=O